N-[(2S,5S)-12-(2,5-dioxo-2,5-dihydro-1H-pyrrol-1-yl)-5-{3-[(2-methylprop-2-yl)oxy]-3-oxopropyl}-1,4,7-trioxo-2-(prop-2-yl)-3,6-diazadodec-1-yl]-L-alanine O=C1N(C(C=C1)=O)CCCCCC(N[C@H](C(N[C@H](C(=O)N[C@@H](C)C(=O)O)C(C)C)=O)CCC(=O)OC(C)(C)C)=O